3-(2,3-dihydro-1H-inden-2-yl)pteridine-2,4(1H,3H)-dione C1C(CC2=CC=CC=C12)N1C(NC2=NC=CN=C2C1=O)=O